ClC=1C=C(C(=O)N2CC=3C(C[C@H]2C)=NNC3C(=O)O)C=CC1Cl (R)-5-(3,4-dichlorobenzoyl)-6-methyl-4,5,6,7-tetrahydro-2H-pyrazolo[4,3-c]Pyridine-3-Formic acid